CC=1C=CC=C2C(NC(NC12)=O)=O 8-methyl-quinazoline-2,4(1H,3H)-dione